C(C)(C)(C)OC(=O)N1CCC2(CC(OC2=O)CCN2CCN(CC2)C2=C(C=CC=C2)C(C)C)CC1 3-(2-(4-(2-isopropylphenyl)piperazin-1-yl)ethyl)-1-oxo-2-oxa-8-azaspiro[4.5]decane-8-carboxylic acid tert-butyl ester